(5-(4-bromophenyl)-7-(trifluoromethyl)pyrazolo[1,5-a]pyrimidin-3-yl)(thiophen-2-yl)methanol BrC1=CC=C(C=C1)C1=NC=2N(C(=C1)C(F)(F)F)N=CC2C(O)C=2SC=CC2